3-(6-chloro-5-(4'-(methylsulfonyl)-[1,1'-biphenyl]-4-yl)-1H-indazol-3-yl)propanoic acid ClC1=C(C=C2C(=NNC2=C1)CCC(=O)O)C1=CC=C(C=C1)C1=CC=C(C=C1)S(=O)(=O)C